4-(1-(1-(ethylsulfonyl)pyrrolidin-3-yl)-1H-pyrazol-4-yl)-N-(1-(piperidin-4-yl)-1H-pyridin-4-yl)pyrimidin-2-amine C(C)S(=O)(=O)N1CC(CC1)N1N=CC(=C1)C1=NC(=NC=C1)NC1=CCN(C=C1)C1CCNCC1